NC=1N=C(C=C2C=C(N=CC12)NC(=O)[C@H]1[C@@H](C1)C=1C=NN(C1)C)C=1C=NC=C(C1C)OC (1R,2R)-N-(8-amino-6-(5-methoxy-4-methylpyridin-3-yl)-2,7-naphthyridin-3-yl)-2-(1-methyl-1H-pyrazol-4-yl)cyclopropane-1-carboxamide